diisopropoxybis(ethoxyacetoacetyl)phthalide C(C)(C)OC=1C(=C2C(OC(=O)C2=CC1)(C(CC(=O)COCC)=O)C(CC(=O)COCC)=O)OC(C)C